BrC1=C(C=C(C=C1OC)[C@@H]1OCCOC1)OC (2S)-2-(4-bromo-3,5-dimethoxyphenyl)-1,4-dioxane